[N+](=O)([O-])[O-].[Eu+3].[N+](=O)([O-])[O-].[N+](=O)([O-])[O-] Europium nitrat